CC(=O)NC1=CC=CC2=C1CCCC2 N-(5,6,7,8-tetrahydronaphthalen-1-yl)acetamide